FC=1C=CC(=C(C1)C(N1C(C2=CC(=CC=C2C1)C1=CC=C(C=C1)C1CCN(CC1)C)=O)C=1NC2=C(C=NC=C2)N1)O 2-[(5-Fluoro-2-Hydroxy-Phenyl)-(1H-Imidazo(4,5-c)Pyridin-2-Yl)Methyl]-6-[4-(1-Methyl-4-Piperidyl)Phenyl]Isoindolin-1-One